FC=1C=C(C=CC1)NC=1OC(=CN1)C1=CC=C(C(=O)O)C=C1 4-(2-((3-fluorophenyl)amino)oxazol-5-yl)benzoic acid